CN1CC(C1)COC=1N=C2C(=CC=NC2=CC1)C1=CC=2C(NCCC2N1)=O 2-[6-[(1-methylazetidin-3-yl)methoxy]-1,5-naphthyridin-4-yl]-1H,5H,6H,7H-pyrrolo[3,2-c]Pyridin-4-one